methyl N-(6-bromo-4-methoxy-2,3-dihydrobenzofuran-3-yl)carbamate BrC1=CC2=C(C(CO2)NC(OC)=O)C(=C1)OC